CNS(=O)(=O)C(C(C(C(C(C(C(C(F)(F)F)(F)F)(F)F)(F)F)(F)F)(F)F)(F)F)(F)F n-methyl-perfluorooctanesulfonamide